(4,4'-dicarboxyl-2,2'-bipyridine) ruthenium [Ru].C(=O)(O)C1=CC(=NC=C1)C1=NC=CC(=C1)C(=O)O